(S)-N'-((3-ethyl-1,2,3,5,6,7-hexahydrodicyclopenta[b,e]pyridin-8-yl)carbamoyl)-3-fluoro-5-(2-hydroxypropan-2-yl)thiophene-2-sulfonimidamide C(C)C1CCC=2C1=NC1=C(C2NC(=O)N=[S@@](=O)(N)C=2SC(=CC2F)C(C)(C)O)CCC1